CC1=NC(=NC(=C1)N1CCN(CC1)C(C)C1=CC=CC=C1)C=1C=NC(=CC1)C(F)(F)F 4-METHYL-6-(4-(1-PHENYLETHYL)PIPERAZIN-1-YL)-2-(6-(TRIFLUOROMETHYL)PYRIDIN-3-YL)PYRIMIDINE